2-chloro-6-(4-methoxy-2-methylindazol-5-yl)-1,7-naphthyridine ClC1=NC2=CN=C(C=C2C=C1)C1=C(C2=CN(N=C2C=C1)C)OC